FC(C1=CC(=NC(=N1)S(=O)(=O)CC1=CC(=CC=C1)OC)C=1C=CC(N(C1)CC1=CC(=C(C=C1)OC)OC)=O)F 5-(6-(difluoromethyl)-2-((3-methoxybenzyl)sulfonyl)pyrimidin-4-yl)-1-(3,4-dimethoxybenzyl)pyridin-2(1H)-one